C[C@]12[C@H]3CC[C@]4([C@H]([C@@H]3CC=C2C[C@H](CC1)O)CC[C@@H]4[C@H](C)CCC4=NC=CC=C4C(F)(F)F)C (1R,3aS,3bS,7S,9aR,9bS,11aR)-9a,11a-dimethyl-1-[(2R)-4-[3-(trifluoromethyl)pyridin-2-yl]butan-2-yl]-1H,2H,3H,3aH,3bH,4H,6H,7H,8H,9H,9aH,9bH,10H,11H,11aH-cyclopenta[a]phenanthren-7-ol